N-(4-Hydroxybenzyl)oleamide Tert-butyl-(cyclobutylmethyl)((2-formylimidazo[1,2-a]pyridin-6-yl)methyl)carbamate C(C)(C)(C)OC(N(CC=1C=CC=2N(C1)C=C(N2)C=O)CC2CCC2)=O.OC2=CC=C(CNC(CCCCCCC\C=C/CCCCCCCC)=O)C=C2